3-(3,4-Dihydro-1H-isoquinolin-2-yl-propyl)-furan-2-ylmethyl-amine C1N(CCC2=CC=CC=C12)CCCC1=C(OC=C1)CN